2-cyclopentyl-formamidonaphtho[1,2-d]thiazole C1(CCCC1)C=1SC2=C(N1)C1=CC=CC=C1C=C2NC=O